CC1=C2C(=[N+](C(=C1)NC1=NC=NC(=C1)NC1=NC(=CC=C1)N(C(C)=O)C)[O-])C1(NC2=O)CCCCC1 4'-methyl-2'-((6-((6-(N-methylacetamido)pyridin-2-yl)amino)pyrimidin-4-yl)amino)-5'-oxo-5',6'-dihydrospiro[cyclohexane-1,7'-pyrrolo[3,4-b]pyridine] 1'-oxide